OC1=CC=CC=C1[PH2]=O 6-hydroxy-phenylphosphine oxide